N-(3-((1s,3s)-3-(cyanomethyl)-1-(4-methyl-4H-1,2,4-triazol-3-yl)cyclobutyl)phenyl)-7'-formyl-1',2'-dihydrospiro[cyclopropane-1,3'-pyrrolo[3,2-b]pyridine]-5'-carboxamide C(#N)CC1CC(C1)(C1=NN=CN1C)C=1C=C(C=CC1)NC(=O)C1=CC(=C2C(=N1)C1(CN2)CC1)C=O